BrC=1C=C2C=CNC2=C(C1)OC(F)F 5-bromo-7-(difluoromethoxy)-1H-indole